C1(CCC1)=CCC/C(=C/CC/C(=C/CC[C@]1(OC2=C(C(=C(C(=C2CC1)C)O)C)C)C)/C)/C (R)-2-((3E,7E)-11-Cyclobutylidene-4,8-dimethylundecane-3,7-dien-1-yl)-2,5,7,8-tetramethylchroman-6-ol